C12C(C3CC(CC(C1)C3)C2)NCCNC(=O)C2=NN(C(=C2C)C2=CC=C(C=C2)Cl)C2CC2 N-(2-((1r,3r,5r,7r)-adamantan-2-ylamino)ethyl)-5-(4-chloro-phenyl)-1-cyclopropyl-4-methyl-1H-pyrazole-3-carboxamide